ClC=1C=NC(=NC1)N[C@@H]1C[C@@H]2CN([C@H]1C2)C(=O)C2=C(C(=CC=C2)F)N2N=CC=N2 ((1S,4S,6R)-6-((5-chloropyrimidin-2-yl)amino)-2-azabicyclo[2.2.1]heptan-2-yl)(3-fluoro-2-(2H-1,2,3-triazol-2-yl)phenyl)methanone